CC1(CCC=2C(=NN(C2C1)COCC[Si](C)(C)C)C=1N(C2=CC(=C(C=C2C1)F)NC(C(C)(C)C)=O)COCC[Si](C)(C)C)C N-[2-(6,6-dimethyl-1-{[2-(trimethylsilyl)ethoxy]methyl}-4,5,6,7-tetrahydro-1H-indazol-3-yl)-5-fluoro-1-{[2-(trimethylsilyl)ethoxy]methyl}-1H-indol-6-yl]-2,2-dimethylpropanamide